NC(C(=O)NN[C@@H](C(C)C)C(=O)O)CS(=O)(=O)O 2-amino-3-sulfopropanamido-valine